O[C@@H]1[C@H](O[C@H]([C@@H]1O)N1C2=NC=NC(=C2N=C1)NCC1=CC(=CC=C1)I)C(=O)NC (2S,3S,4R,5R)-3,4-dihydroxy-5-[6-[(3-iodophenyl)methylamino]Purin-9-yl]N-methyl-oxolane-2-carboxamide